6-(3,3-difluoro-pyrrolidin-1-yl)-2-methyl-quinazoline-4-thiol FC1(CN(CC1)C=1C=C2C(=NC(=NC2=CC1)C)S)F